2-(2-(2-(2-(4-azidophenoxy)ethoxy)ethoxy)ethoxy)ethan-1-amine hydrochloride Cl.N(=[N+]=[N-])C1=CC=C(OCCOCCOCCOCCN)C=C1